F[C@@H]1CN(CC[C@@H]1NC1=NC=C(C(=N1)C=1C=NN(C1)CC(C)(C)O)C(F)(F)F)S(=O)(=O)CCCN1CC(N(CC1)C)=O 4-(3-(((3R,4S)-3-Fluoro-4-((4-(1-(2-hydroxy-2-methylpropyl)-1H-pyrazol-4-yl)-5-(trifluoromethyl)pyrimidin-2-yl)amino)piperidin-1-yl)sulfonyl)propyl)-1-methylpiperazin-2-one